morpholino((1R,2R)-2-phenylcyclopropyl)methanone O1CCN(CC1)C(=O)[C@H]1[C@@H](C1)C1=CC=CC=C1